3-methyl-6-oxo-1-phenyl-1,6-dihydro-[2,3'-bipyridine]-5-carboxamide CC1=C(N(C(C(=C1)C(=O)N)=O)C1=CC=CC=C1)C=1C=NC=CC1